methyl 2-(difluoromethoxy)-6-methoxy-4-(4,4,5,5-tetramethyl-1,3,2-dioxaborolan-2-yl)benzoate FC(OC1=C(C(=O)OC)C(=CC(=C1)B1OC(C(O1)(C)C)(C)C)OC)F